FC=1C=C(C=CC1)N(C(=O)C1=CC=C(C(=O)O)C=C1)CC=1SC(=CC1)C1=CC(=C(C=C1)OC)C 4-((3-fluorophenyl)((5-(4-methoxy-3-methylphenyl)thiophen-2-yl)methyl)carbamoyl)benzoic acid